methyl (E)-3-(4-((tert-butoxycarbonyl)amino)but-2-en-1-yl)-2-imino-2,3-dihydrothiazolo[4,5-b]pyrazine-6-carboxylate C(C)(C)(C)OC(=O)NCC=CCN1\C(\SC=2C1=NC=C(N2)C(=O)OC)=N/[H]